4-(Spiro[chromene-2,4''-piperidine]-4-yl)phenol C1CNCCC12C=C(C3=CC=CC=C3O2)C4=CC=C(C=C4)O